4-(4-propenoyl-2-methylpiperazin-1-yl)-1-(2-(dimethylamino)-4-methylpyridin-3-yl)-6-fluoro-7-(2-fluoro-6-hydroxyphenyl)pyrido[2,3-d]pyrimidin-2(1H)-one C(C=C)(=O)N1CC(N(CC1)C=1C2=C(N(C(N1)=O)C=1C(=NC=CC1C)N(C)C)N=C(C(=C2)F)C2=C(C=CC=C2O)F)C